COC=1C=CC2=C(C=C(O2)C=2N=NN(C2)C=2C=C3CN(C(C3=CC2)=O)C2C(NC(CC2)=O)=O)C1 3-{5-[4-(5-methoxy-1-benzofuran-2-yl)-1,2,3-triazol-1-yl]-1-oxo-3H-isoindol-2-yl}piperidine-2,6-dione